N'-(cyclopropanecarbonyl)-4-[(1S)-1-[(2,5,6-trimethylpyrimidin-4-yl)amino]ethyl]benzohydrazide C1(CC1)C(=O)NNC(C1=CC=C(C=C1)[C@H](C)NC1=NC(=NC(=C1C)C)C)=O